COC([C@H](CC1=CC=C(C=C1)OC1CC1)NC([C@H](C)N)=O)=O (S)-2-((S)-2-aminopropionamido)-3-(4-cyclopropyloxyphenyl)propanoic acid methyl ester